OCC1=C(C=C(C=C1)OC(NC1CCCCC1)=O)C1=CC=CC=C1 N-Cyclohexylcarbamic acid 4-(hydroxymethyl)-3-phenylphenyl ester